(S)-2-((tert-butoxycarbonyl)amino)-4-(((isopropoxycarbonyl)oxy)methoxy)-4-oxobutanoic acid C(C)(C)(C)OC(=O)N[C@H](C(=O)O)CC(=O)OCOC(=O)OC(C)C